O1C(OCC1)C1=C(C=C(C=C1)C(C(=O)O)C)OCC1=CC=C(C=C1)OC 2-[4-(1,3-dioxolan-2-yl)-3-[(4-methoxyphenyl)methoxy]phenyl]propanoic acid